N1(CCCCC1)C1CC(C1)OC1=CC=C(C=C1)NC(N)=O 3-(4-(3-(piperidin-1-yl)cyclobutoxy)phenyl)urea